C(C)C(CC1=CC2=C(C3=C(N2)SC=C3)S1)CCCC (2-ethylhexyl)dithienopyrrole